COC(C1=C(C=C(C=C1)CC1OCCN1)C#N)=O 2-cyano-4-(oxazolidin-2-ylmethyl)benzoic acid methyl ester